2-(2,4-difluorophenyl)-1,3-bis(1H-1,2,4-triazol-1-yl)-2-propanol FC1=C(C=CC(=C1)F)C(CN1N=CN=C1)(CN1N=CN=C1)O